N-(4-([1,2,4]triazolo[1,5-a]pyridin-7-yloxy)-3-fluorophenyl)-6-chloropyrido[3,2-d]pyrimidin-4-amine N=1C=NN2C1C=C(C=C2)OC2=C(C=C(C=C2)NC=2C1=C(N=CN2)C=CC(=N1)Cl)F